methyl-d3-1,2,3,4-tetrahydroisoquinoline C([2H])([2H])([2H])C1NCCC2=CC=CC=C12